The molecule is an icosapentaenoic acid having five cis-double bonds at positions 5, 8, 11, 14 and 17. It has a role as a nutraceutical, a micronutrient, an antineoplastic agent, an antidepressant, a Daphnia galeata metabolite, a mouse metabolite, an anticholesteremic drug and a fungal metabolite. It is an icosapentaenoic acid and an omega-3 fatty acid. It is a conjugate acid of an all-cis-5,8,11,14,17-icosapentaenoate. CC/C=C\\C/C=C\\C/C=C\\C/C=C\\C/C=C\\CCCC(=O)O